O[C@H](CNC(=O)C1=NC=C(C=N1)NC(O[C@H](C)[C@H](C)OC1=C(C=C2C(=N1)SC(=N2)C2=C1N=CC(=NC1=CC(=C2)C)OC)F)=O)C (2R,3S)-3-((6-fluoro-2-(2-methoxy-7-methylquinoxalin-5-yl)thiazolo[5,4-b]pyridin-5-yl) oxy)butan-2-yl (2-(((S)-2-hydroxypropyl)carbamoyl)pyrimidin-5-yl)carbamate